C(C)(C)(C)OC(COCC)=O ethoxy-acetic acid tert-butyl ester